CO[Si](OC)(OC)S[Si](OC)(OC)OC bistrimethoxysilyl-sulfur